((S)-3-(4-(((R)-1-(3-(difluoromethyl)-2-fluorophenyl)ethyl)amino)quinolin-6-yl)-3-methoxypyrrolidin-1-yl)(morpholino)methanone FC(C=1C(=C(C=CC1)[C@@H](C)NC1=CC=NC2=CC=C(C=C12)[C@@]1(CN(CC1)C(=O)N1CCOCC1)OC)F)F